C(C1=CC=CC=C1)[C@H]1N(C(OC1)=O)C(CC1=CC=C(C=C1)CCO[Si](C(C)C)(C(C)C)C(C)C)=O (R)-4-benzyl-3-(2-(4-(2-((triisopropylsilyl)oxy)ethyl)phenyl)acetyl)oxazolidin-2-one